1-(tri-ethoxysilylmethyl)-1H-1,2,4-triazole C(C)O[Si](OCC)(OCC)CN1N=CN=C1